C[C@]12CC[C@H]3[C@H]([C@@H]1CCC2=O)CCC4=CC(=C(C=C34)O)O[C@H]5[C@@H]([C@H]([C@@H]([C@H](O5)C(=O)[O-])O)O)O The molecule is a steroid glucuronide anion that is the conjugate base of 2-hydroxyestrone 3-O-(beta-D-glucuronide) arising from deprotonation of the carboxylic acid function; major species at pH 7.3. It is a steroid glucosiduronic acid anion, a beta-D-glucosiduronate and a monocarboxylic acid anion. It is a conjugate base of a 2-hydroxyestrone 3-O-(beta-D-glucuronide).